C(CCCCCCCCCCCCCCC(C)C)(=O)OCC[N+](C)(C)C Choline Isostearate